F[C@@H]1[C@H]2CC[C@@H](C[C@@H]1N(C)C=1N=NC(=CC1)C1=C(C=CC=C1)OCOC)N2C(=O)OC(C)(C)C tert-butyl (1R,2S,3S,5S)-2-fluoro-3-((6-(2-(methoxymethoxy)phenyl)pyridazin-3-yl)(methyl)amino)-8-azabicyclo[3.2.1]octane-8-carboxylate